Racemic-3-ethyl-1-(4-[6-(1-hydroxypropyl)-4-methylpyridin-3-yl]-[1,2,4]triazolo[1,5-a]1,6-naphthyridin-8-yl)urea C(C)NC(NC1=NC=C2C=C(C=3N(C2=C1)N=CN3)C=3C=NC(=CC3C)[C@@H](CC)O)=O |r|